8'-Methyl-2'-(pyridin-4-ylmethyl)-N-[(2S)-tetrahydrofuran-2-ylmethyl]-2',5'-dihydrospiro[cyclobutan-1,4'-furo[2,3-g]indazol]-7'-carboxamid CC1=C(OC=2CC3(C4=CN(N=C4C21)CC2=CC=NC=C2)CCC3)C(=O)NC[C@H]3OCCC3